4-(((benzyloxy)(hydroxy)phosphoryl)oxy)-3-methoxybenzoic acid methyl ester COC(C1=CC(=C(C=C1)OP(=O)(O)OCC1=CC=CC=C1)OC)=O